C[C@H]([C@@H](C(=O)O)NC(=O)[C@H](CCSC)NC(=O)C)O The molecule is a dipeptide obtained by formal condensation of the carboxy group of N-acetyl-L-methionine with the amino group of L-threonine. It is an acetamide and a dipeptide.